(7S)-2-(((1-(2,4-difluorobenzyl)-1H-pyrazol-4-yl)methyl)amino)-4,5,7,8-tetramethyl-7,8-dihydropteridin-6(5H)-one FC1=C(CN2N=CC(=C2)CNC2=NC=3N([C@H](C(N(C3C(=N2)C)C)=O)C)C)C=CC(=C1)F